N=1C=NN2C1C=C(C=C2)OC2=C(C=C(C=C2)NC2=NC=NN1C2=C(C=C1)C1CCN(CC1)C(\C=C\C1N(CCC1)C)=O)C (E)-1-(4-(4-((4-([1,2,4]triazolo[1,5-a]pyridin-7-yloxy)-3-methylphenyl)amino)pyrrolo[2,1-f][1,2,4]triazin-5-yl)piperidin-1-yl)-3-(1-methylpyrrolidin-2-yl)prop-2-en-1-one